FC=1C=C(C=C(C1)F)[C@@H]1N(OCC1)C1=CC(=NC=N1)NC1=C(C=C2C(=C1)NCC21CCN(CC1)C)OC (R)-N-(6-(3-(3,5-difluorophenyl)isoxazolidin-2-yl)pyrimidin-4-yl)-5-methoxy-1'-methylspiro[indolin-3,4'-piperidin]-6-amine